(S)-quinuclidin-3-yl (6-(3-chlorophenyl)-2,2-dimethyl-2,3-dihydro-1H-inden-1-yl)carbamate ClC=1C=C(C=CC1)C1=CC=C2CC(C(C2=C1)NC(O[C@@H]1CN2CCC1CC2)=O)(C)C